2-(2,6-Dioxopiperidin-3-yl)-5-(((trans-3-(3-methyl-2H-indazol-2-yl)cyclobutyl)methyl)amino)isoindoline-1,3-dione O=C1NC(CCC1N1C(C2=CC=C(C=C2C1=O)NC[C@@H]1C[C@H](C1)N1N=C2C=CC=CC2=C1C)=O)=O